N1=C(C=CC=C1)N1CC(C1)C(=O)O pyridin-2-yl-azetidine-3-carboxylic acid